C(CCCC)OC([C@@H](N)CC1=CNC2=CC=CC=C12)=O L-tryptophan pentyl ester